7H-furo[3,2-g]chromen-7-one O1C=CC=2C=C3C=CC(OC3=CC21)=O